ClC1=CC=C(C=C1)C=1N=C2N(C=CC=C2)C1CC=1C(=C(C=CC1)C(=O)N1CCNCC1)OCC [2-(4-chlorophenyl)imidazo[1,2-a]pyridin-3-yl]methyl-[piperazin-1-yl](2-ethoxyphenyl)methanone